BrC1=CC=C(CNC2CC2)C=C1 N-(4-bromobenzyl)cyclopropylamine